FC=1C(=CC=C2C(=NC=NC12)NC)C=1C=CC(=C2C=CC=NC12)F 8-fluoro-7-(5-fluoroquinoline-8-yl)-N-methylquinazolin-4-amine